C(=C)P(OCC\C=C/CCC)(OCCCCCCOP(OCC\C=C/CCC)(=O)C=C)=O.ClC=1C=C(C=CC1)C(C(OC(=O)N[C@@H](C)CCCC)C1=CC=CC=C1)(F)F (2S)-2-(((2-(3-chlorophenyl)-2,2-difluoro-1-phenylethoxy)carbonyl)amino)hexan Di((Z)-hept-3-en-1-yl) hexane-1,6-diyl bis(vinylphosphonate)